5-(2-(diethoxyphosphoryl)propan-2-yl)benzo[b]thiophene-2-carboxylic Acid C(C)OP(=O)(OCC)C(C)(C)C1=CC2=C(SC(=C2)C(=O)O)C=C1